((R)-1-(2-methylpyrimidin-5-yl)pyrrolidin-3-yl)-4-azaspiro[2.5]octane-7-carboxamide CC1=NC=C(C=N1)N1C[C@H](CC1)C1CC12NCCC(C2)C(=O)N